Cl.N[C@@H](CCC(=O)N(C)C)C (R)-4-amino-N,N-dimethylpentanamide hydrochloride